(S)-4-(3-amino-4-chlorophenyl)-2,2-dimethyloxazolidine-3-carboxylic acid tert-butyl ester C(C)(C)(C)OC(=O)N1C(OC[C@@H]1C1=CC(=C(C=C1)Cl)N)(C)C